2-methylpropane-2-yl 4-hydroxy-4-(trifluoromethyl)azepane-1-carboxylate OC1(CCN(CCC1)C(=O)OC(C)(C)C)C(F)(F)F